1-(5-methyl-imidazolidine-1-yl)-1,6-dihydroimidazo[4,5-d]pyrrolo[2,3-b]pyridine CC1CNCN1N1C=NC=2C1=C1C(=NC2)NC=C1